FC1=C(CN2CCN(CC2)C2=CC=C(C=N2)C2=C3C=NC=NC3=CC(=C2)C=2C=NN(C2)C)C=CC=C1 5-(6-(4-(2-Fluorobenzyl)piperazin-1-yl)pyridin-3-yl)-7-(1-methyl-1H-pyrazol-4-yl)quinazoline